NC=1C(=NC=CC1)N1CCN(CC1)C=1C2=C(N=C(N1)N(CCOC)CCOC)C(=NC(=N2)N(CCOC)CCOC)N2CCC(CC2)OC 4-(4-(3-aminopyridin-2-yl)piperazin-1-yl)-N2,N2,N6,N6-tetrakis(2-methoxyethyl)-8-(4-methoxypiperidin-1-yl)pyrimido[5,4-d]pyrimidine-2,6-diamine